2,6-Difluoro-N-(2-fluoro-3-(2-(2-fluorophenyl)-5-(2-(methylthio)pyrimidin-4-yl)thiazol-4-yl)phenyl)benzenesulfonamide FC1=C(C(=CC=C1)F)S(=O)(=O)NC1=C(C(=CC=C1)C=1N=C(SC1C1=NC(=NC=C1)SC)C1=C(C=CC=C1)F)F